C(C)(C)(C)OC(=O)N1C(COCC1)C1=C2CCN(CC2=CC(=C1)Cl)C(C)=O 3-(2-acetyl-7-chloro-1,2,3,4-tetrahydroisoquinolin-5-yl)morpholine-4-carboxylic acid tert-butyl ester